ClC1=CC=C(C=C1)C1=NN(CC1C1=CC=CC=C1)C(=O)NS(=O)(=O)C1=C(C=CC=C1)F 3-(4-chlorophenyl)-N-((2-fluorophenyl)sulfonyl)-4-phenyl-4,5-dihydro-1H-pyrazole-1-carboxamide